N-[4-(2-Chloro-3-{(4S)-1-[(1S,3S)-4,4-difluoro-3-methylcyclohexyl]-2-imino-4-methyl-6-oxohexahydro-pyrimidin-4-yl}phenyl)phenyl]-methanesulfonamide trifluoroacetic acid salt FC(C(=O)O)(F)F.ClC1=C(C=CC=C1[C@]1(NC(N(C(C1)=O)[C@@H]1C[C@@H](C(CC1)(F)F)C)=N)C)C1=CC=C(C=C1)NS(=O)(=O)C